C(CCCCCCC)OC(C1=C(C(=O)O)C(C(=O)O)=C(C(=O)O)C(C(=O)OCCCCCCCC)=C1C(=O)OCCCCCCCC)=O.[N+](=O)([O-])C1=C(C=CC(=C1)OC)S(=O)N 2-nitro-4-methoxybenzenesulfinamide trioctyl-mellitate